tris[2,5-di-tert-butylphenyl]pentaerythritol Methyl-(R)-3-(3-(2,5-difluorophenoxy)pyrrolidine-1-carbonyl)-bicyclo[1.1.1]pentane-1-carboxylate C[C@H]1C2(CC1(C2)C(=O)N2CC(CC2)OC2=C(C=CC(=C2)F)F)C(=O)O.C(C)(C)(C)C2=C(C=C(C=C2)C(C)(C)C)C(C(C(O)(C2=C(C=CC(=C2)C(C)(C)C)C(C)(C)C)C2=C(C=CC(=C2)C(C)(C)C)C(C)(C)C)(CO)CO)O